2-chloro-4-(biphenyl-4-yl)-6-{4-(quinolin-3-yl)phenyl}pyrimidine ClC1=NC(=CC(=N1)C1=CC=C(C=C1)C1=CC=CC=C1)C1=CC=C(C=C1)C=1C=NC2=CC=CC=C2C1